ortho-methylbenzoyl peroxide CC1=C(C(=O)OOC(C2=C(C=CC=C2)C)=O)C=CC=C1